CN1C(CCCC1)CC(=O)O 2-(1-methylpiperidin-2-yl)acetic acid